CC1=NC(=NO1)[C@](CS(=O)(=O)C)(C)N (S)-2-(5-methyl-1,2,4-Oxadiazol-3-yl)-1-(methylsulfonyl)propan-2-amine